4-chloro-5-iodo-7-(tetrahydro-pyran-4-yl)-7H-pyrrolo[2,3-d]pyrimidine ClC=1C2=C(N=CN1)N(C=C2I)C2CCOCC2